1-(4-methylquinazolin-2-yl)-3-(3-morpholinopropyl)guanidine CC1=NC(=NC2=CC=CC=C12)NC(=N)NCCCN1CCOCC1